OC1=C(C=CC=C1)C(/C=C/C1=CC=C(C=C1)N(CC(=O)O)CC(=O)O)=O 2-(4-[(1E)-3-(2-Hydroxyphenyl)-3-oxoprop-1-enyl]phenyl(carboxy-methyl)amino)acetic acid